NC(CNC(OC(C)(C)C)=O)=S tert-butyl (2-amino-2-thioxoethyl)carbamate